4-(3-bromo-2-hydroxy-2-methylpropoxy)-2,2,6,6-tetraethylpiperidine BrCC(COC1CC(NC(C1)(CC)CC)(CC)CC)(C)O